tert-butyl 5-(5-amino-6-chloro-2,3-dihydrofuro[3,2-b]pyridin-7-yl)3-[tertbutyl(dimethyl)silyl]oxy-2,3,4,7-tetrahydroazepine-1-carboxylate NC1=C(C(=C2C(=N1)CCO2)C=2CC(CN(CC2)C(=O)OC(C)(C)C)O[Si](C)(C)C(C)(C)C)Cl